(2S,4r)-1-[(2S)-3,3-dimethyl-2-[4-(1-methyl-4-piperidinyl)triazol-1-yl]butanoyl]-4-hydroxy-N-methyl-pyrrolidine-2-carboxamide CC([C@@H](C(=O)N1[C@@H](C[C@H](C1)O)C(=O)NC)N1N=NC(=C1)C1CCN(CC1)C)(C)C